(E)-4-(2,5-dimethylphenyl)-2,7-dimethyloct-2,6-dienal CC1=C(C=C(C=C1)C)C(/C=C(/C=O)\C)CC=C(C)C